FC(C(=O)O)(F)F.BrC1=CC=CC=2C=3C(CN(C3C=CC21)C(NC2=CC=CC=C2)=N)C 6-Bromo-1-methyl-N-phenyl-1,2-dihydro-3H-benzo[e]indole-3-carboximidamide 2,2,2-trifluoroacetic acid salt